ClC=1C(=NC=C(C1)Cl)OC1CCC2(C(NC3=CC=C(C=C23)C(=NO)N)=O)CC1 cis-4-[(3,5-dichloro-2-pyridyl)oxy]-N'-hydroxy-2'-oxo-spiro[cyclohexane-1,3'-indoline]-5'-carboxamidine